2-[[4-[[(3,5-Dimethoxyphenyl)methyl]amino]-6-(1-piperazinyl)-2-pyrimidinyl]amino]-4-methyl-5-thiazolecarboxylic acid ethyl ester C(C)OC(=O)C1=C(N=C(S1)NC1=NC(=CC(=N1)NCC1=CC(=CC(=C1)OC)OC)N1CCNCC1)C